C(C1=CC=CC=C1)(C1=CC=CC=C1)N1CCN(CC1)C(=O)C=1C(=C2C(N(C(C2=CC1)=O)C1C(NC(CC1)=O)=O)=O)F 5-(4-benzhydryl-piperazine-1-carbonyl)-2-(2,6-dioxopiperidin-3-yl)-4-fluoroisoindoline-1,3-dione